4-methyl-7-aminocoumarinamide CC1=C(C(OC2=CC(=CC=C12)N)=O)C(=O)N